O1CCN(CCC1)C(=O)C1=CC=C(C=C1)NC(=O)C=1C(NC2=CC=C(C=C2C1)OC)=O N-(4-(1,4-oxazepane-4-carbonyl)phenyl)-6-methoxy-2-oxo-1,2-dihydroquinoline-3-carboxamide